CCCCC/C=C\\CC(=O)/C=C/C=C/C=C\\[C@H](CCCC(=O)O)O The molecule is a long-chain fatty acid consisting of leukotriene B4 having a 12-keto group in place of the 12-hydroxy group. It is an oxo fatty acid, a long-chain fatty acid, a leukotriene and a hydroxy polyunsaturated fatty acid. It derives from an icosa-6,8,10,14-tetraenoic acid and a leukotriene B4. It is a conjugate acid of a 12-dehydro-leukotriene B4(1-).